2-(tert-butoxycarbonylamino)-3-phenyl-propionic acid C(C)(C)(C)OC(=O)NC(C(=O)O)CC1=CC=CC=C1